(3R,5S)-3-cyclopropyl-5-methyl-1-[6-(1-methylpyrazol-4-yl)pyrrolo[1,2-b]pyridazin-4-yl]-2-oxopyrrolidine-3-carbonitrile C1(CC1)[C@@]1(C(N([C@H](C1)C)C=1C=2N(N=CC1)C=C(C2)C=2C=NN(C2)C)=O)C#N